C1,2-dibromoethane BrCCBr